8-(4,4,5,5-tetramethyl-1,3,2-dioxaborolan-2-yl)-5,6-dihydro-1H-pyrrolo[3,2,1-ij]quinolin-4(2H)-one CC1(OB(OC1(C)C)C=1C=C2CCC(N3C2=C(C1)CC3)=O)C